C(C)(C)(C)OC(=O)N(CCC(CC(=O)OCC)C1=C(C=CC(=C1)Cl)OC)C ethyl 5-((tert-butoxycarbonyl)(methyl)amino)-3-(5-chloro-2-methoxyphenyl)pentanoate